C1N(CCC12CCNCC2)C2=CC=C(C=N2)C=2C1=C(C(N(C2)C)=O)NC=C1 4-(6-(2,8-diazaspiro[4.5]decan-2-yl)pyridin-3-yl)-6-methyl-1H-pyrrolo[2,3-c]pyridin-7(6H)-one